C[C@](N)(CCCNC(N)=N)C(=O)O alpha-methyl-arginine